tetramethyl-cyclopentadienyl-t-butylamino-dimethyl-titanium CCC(C(C)(C)C)(C)N[Ti](C)(C)C1C=CC=C1